4-phenylnaphthalene-1,2-dione C1(=CC=CC=C1)C1=CC(C(C2=CC=CC=C12)=O)=O